2-Oxo-N-(5-phenyl-1H-pyrazol-3-yl)-3-(propan-2-ylidene)indoline-5-sulfonamide O=C1NC2=CC=C(C=C2C1=C(C)C)S(=O)(=O)NC1=NNC(=C1)C1=CC=CC=C1